C(C)(C)(C)C1=NC=C(C=N1)NCC#CC=1N(C2=CC=C(C=C2C1)CNC1CCN(CC1)C)CC 2-tert-butyl-N-[3-(1-ethyl-5-{[(1-methylpiperidin-4-yl)amino]methyl}-1H-indol-2-yl)prop-2-yn-1-yl]pyrimidin-5-amine